acrylic acid zinc [Zn].C(C=C)(=O)O